C1C2=C3C=NCC3=C1C=C2 (3aR,4S,7R,7aS)-4,7-methylene-1H-isoindole